O=C1NC(CC[C@@H]1N1CC2=CC=C(C=C2C1=O)N1CCN(CC1)CC1CCC(CC1)(C(=O)O)F)=O (S)-4-((4-(2-(2,6-dioxopiperidin-3-yl)-3-oxoisoindolin-5-yl)piperazin-1-yl)methyl)-1-fluorocyclohexane-1-carboxylic acid